ClC=1C(=NC(=NC1)NC1=C(C(=C(C=C1)N1CCC(CC1)N1CCN(CC1)C)F)OC)NC=1C=CC=C2CNC(C12)=O 7-((5-chloro-2-((3-fluoro-2-methoxy-4-(4-(4-methylpiperazin-1-yl)piperidin-1-yl)phenyl)amino)pyrimidin-4-yl)amino)isoindolin-1-one